C(C)(C)(C)[Si](C)(C)OC(CC#CBr)CC#CBr Tert-butyl-((1,7-dibromohept-1,6-diyn-4-yl)oxy)dimethylsilane